4-(5-methyl-2-(trifluoromethyl)pyridin-4-yl)dihydro-2H-pyran-2,6(3H)-dione CC=1C(=CC(=NC1)C(F)(F)F)C1CC(OC(C1)=O)=O